C(C=C)OC=1C=C(C(=O)Cl)C=C(C1OCC=C)OCC=C 3,4,5-triallyloxybenzoyl chloride